N1(CCCCC1)C1=C2C(=NC=C1)NC=C2C=2C=NC=NC2 4-(1-piperidyl)-3-pyrimidin-5-yl-1H-pyrrolo[2,3-b]pyridine